C(N)(=O)C1=C(CC(N(C1=O)CC)=O)C 5-carbamoyl-1-ethyl-4-methyl-2,6-dioxopyridin